3-(7-bromo-5-(dimethylamino)-1-oxoisoindolin-2-yl)piperidine-2,6-dione BrC=1C=C(C=C2CN(C(C12)=O)C1C(NC(CC1)=O)=O)N(C)C